(1R,3R)-2,2-dichloro-N-(4-chloro-3-(2-methyl-2-phenylhydrazine-1-carbonyl)phenyl)-3-(3-chloro-4-fluorophenyl)cyclopropane-1-carboxamide ClC1([C@H]([C@@H]1C1=CC(=C(C=C1)F)Cl)C(=O)NC1=CC(=C(C=C1)Cl)C(=O)NN(C1=CC=CC=C1)C)Cl